Cl.ClC1=CC=C(CNC(=O)C2=NC=C3N2CCNC3=O)C=C1 N-(4-chlorobenzyl)-8-oxo-5,6,7,8-tetrahydroimidazo[1,5-a]pyrazine-3-carboxamide hydrochloride